ClC1=C(C=CC(=C1)F)N1C(C2=C(C=3C=CC(=NC13)C(F)(F)F)N(C=N2)C)=O 5-(2-Chloro-4-fluorophenyl)-1-methyl-7-(trifluoromethyl)-1,5-dihydro-4H-imidazo[4,5-c][1,8]Naphthyridin-4-one